N1[C@H](CCC1)C1=NC=2C(=NC=CC2C2CCN(CC2)C(=O)C2=CC=C(C=C2)OC(F)(F)F)N1 [4-[2-[(2R)-pyrrolidin-2-yl]-3H-imidazo[4,5-b]pyridin-7-yl]-1-piperidyl]-[4-(trifluoromethoxy)phenyl]methanone